BrC=1C=CC(=NC1)C1=NC=CC=C1 5-bromo-2,2'-bipyridine